CN(C1=CC=C(C(=O)OCCCCCCCC)C=C1)C octyl N,N-dimethyl-p-aminobenzoate